C1(=CC=CC=C1)C(=C)C=CC 2-phenyl-1,3-pentadiene